C(C=C)(=O)O[Zn]OC(C=C)=O bis(acryloyloxy)zinc